ClC=1C=NN2C1N=C(N=C2NC2CCC(CC2)N(C)C)C2=C(C=CC=C2F)F (1s,4s)-N1-(8-chloro-2-(2,6-difluorophenyl)pyrazolo[1,5-a][1,3,5]triazin-4-yl)-N4,N4-dimethylcyclohexane-1,4-diamine